N-(3-(3-methoxypyridin-2-yl)-4-methylphenyl)-6-azabicyclo[3.1.1]heptane-6-carboxamide COC=1C(=NC=CC1)C=1C=C(C=CC1C)NC(=O)N1C2CCCC1C2